CCCOC(=O)C1=CC(=C(C(=C1)O)O)O 3,4,5-trihydroxybenzoic acid n-propyl ester